(1R)-6-chloro-4-({2-fluoro-3-[2-(piperidin-4-ylamino) quinazolin-6-yl] phenyl} sulfamoyl)-2,3-dihydro-1H-inden-1-yl 2,2-dimethylpropanoate CC(C(=O)O[C@@H]1CCC2=C(C=C(C=C12)Cl)S(NC1=C(C(=CC=C1)C=1C=C2C=NC(=NC2=CC1)NC1CCNCC1)F)(=O)=O)(C)C